9-chloro-7-(5-fluoroindol-1-yl)-4-{[2-(pyrazol-1-yl)pyrimidin-5-yl]methyl}-3,5-dihydro-2H-1,4-benzoxazepine ClC1=CC(=CC=2CN(CCOC21)CC=2C=NC(=NC2)N2N=CC=C2)N2C=CC1=CC(=CC=C21)F